(2S,3R,5R)-3-(((2-(2-chloro-3,4-dihydroxybenzoyl)-1-methylhydrazinecarbonyl)oxy)methyl)-3-methyl-7-oxo-4-thia-1-azabicyclo[3.2.0]heptane-2-carboxylic acid 4,4-dioxide ClC1=C(C(=O)NN(C(=O)OC[C@]2([C@@H](N3C(C[C@H]3S2(=O)=O)=O)C(=O)O)C)C)C=CC(=C1O)O